ClC=1SC2=C(N1)C(=CC(=C2OC)OC)C(C(C)(C)C)=O 1-(2-chloro-6,7-dimethoxybenzo[d]thiazol-4-yl)-2,2-dimethylpropan-1-one